4-chloro-N,N-dimethylquinoline-6-carboxamide ClC1=CC=NC2=CC=C(C=C12)C(=O)N(C)C